ClC1=CC2=C(N(C([C@@H](N=C2C2=CC=CC=C2)C(CC)CC)=O)CCC(=O)O)C=C1 (S)-3-(7-chloro-2-oxo-3-(pentan-3-yl)-5-phenyl-2,3-dihydro-1H-benzo[e][1,4]diazepin-1-yl)propanoic acid